4-(5-((6-bromo-1H-indol-3-yl)thio)-2-methoxyphenyl)piperazine BrC1=CC=C2C(=CNC2=C1)SC=1C=CC(=C(C1)N1CCNCC1)OC